COC(C1CCN(CC1)C1=CC=C(C=N1)C1C(NC(CC1)=O)=O)OC 3-(6-(4-(dimethoxymethyl)piperidin-1-yl)pyridin-3-yl)piperidine-2,6-dione